O1CCC(CC1)CN1C[C@@H]2C([C@@H]2C1)NC1=CC=C(N=N1)C1=CC=C(C=C1)NC(C)=O N-[4-[6-[[(1R,5S,6s)-3-(tetrahydropyran-4-ylmethyl)-3-azabicyclo[3.1.0]hexan-6-yl]amino]pyridazin-3-yl]phenyl]acetamide